N1N=CC(=C1)C1=CC=C(C=C1)N1C(C2(CC1)N(C1=CC(=CC=C1C2)OC)C)=O (4-(1H-pyrazol-4-yl)phenyl)-6-methoxy-1-methylspiro[indoline-2,3'-pyrrolidin]-2'-one